DL-alpha-Hydroxybutyric acid Sodium Salt [Na+].O[C@@H](C(=O)[O-])CC |r|